C(C)(C)(C)N(C(O)=O)CC1CCN(CC1)C1=CC(=CC(=C1)C(NC=1C=C2C(=NC1)N=C(S2)N2CCOCC2)=O)F.FC(C=2C=C1OC=3C=C(C=CC3NC1=CC2)CNO)(F)F N-((7-(trifluoromethyl)-10H-phenoxazin-3-yl)methyl)hydroxylamine tert-butyl-((1-(3-fluoro-5-((2-morpholinothiazolo[4,5-b]pyridin-6-yl)carbamoyl)phenyl)piperidin-4-yl)methyl)carbamate